ClC1=C(C=CC=C1)C1=C(C2=C(N=C(N=C2)NC2=NC=C(C=C2)N2CCN(CC2)C)N(C1=O)[C@@H]1CN(CCC1)C(CC)=O)C (S)-6-(2-chlorophenyl)-5-methyl-2-((5-(4-methylpiperazin-1-yl)pyridin-2-yl)amino)-8-(1-propionylpiperidin-3-yl)pyrido[2,3-d]pyrimidin-7(8H)-one